ClC1=C(C(=CC(=N1)N(CC1=CC=C(C=C1)OC)CC1=CC=C(C=C1)OC)C)C=C 6-chloro-N,N-bis(4-methoxybenzyl)-4-methyl-5-vinylpyridin-2-amine